methyl (S)-4-(5-fluoro-4-((R)-1-fluoroethyl) pyridin-3-yl)-2-(fluoromethyl)-5-oxo-1,4,5,7-tetrahydrofuro[3,4-b]pyridine-3-carboxylate FC=1C(=C(C=NC1)[C@H]1C2=C(NC(=C1C(=O)OC)CF)COC2=O)[C@@H](C)F